CC1=C(C=CC=C1C)N1CCN(CC1)C(CN1N=C(C2=C1CCC2)C(=O)N2[C@H](CN(CC2)S(=O)(=O)C)C)=O 1-[4-(2,3-Dimethylphenyl)piperazin-1-yl]-2-{3-[(2S)-2-methyl-4-(methylsulfonyl)piperazin-1-carbonyl]-5,6-dihydrocyclopenta[c]pyrazol-1(4H)-yl}ethan-1-on